2-ethyl-6-methyl-N-(3-(p-tolyl)propyl)thieno[2,3-d]pyrimidin-4-amine C(C)C=1N=C(C2=C(N1)SC(=C2)C)NCCCC2=CC=C(C=C2)C